ClC=1C(=NC(=NC1)NC1CCOCC1)C1=CC=C2CN(C(C2=C1)=O)C1(CC1)C(=O)N[C@H](CO)C1=CC(=CC=C1)C 1-(6-{5-chloro-2-[(oxan-4-yl)amino]pyrimidin-4-yl}-1-oxo-2,3-dihydro-1H-isoindol-2-yl)-N-[(1S)-2-hydroxy-1-(3-methylphenyl)ethyl]cyclopropane-1-carboxamide